(Z)-tert-Butyl 6-(3-(3-(3,5-bis(trifluoromethyl)phenyl)-1H-1,2,4-triazol-1-yl)acryloyl)-2,6-diazaspiro[3.4]octane-2-carboxylate FC(C=1C=C(C=C(C1)C(F)(F)F)C1=NN(C=N1)\C=C/C(=O)N1CC2(CN(C2)C(=O)OC(C)(C)C)CC1)(F)F